tert-Butyl-4-[6-(1,3-dimethylpyrrolo[1,2-a]pyrazin-7-yl)-4-oxo-3,4-dihydroquinazolin-2-yl]piperidine C(C)(C)(C)N1CCC(CC1)C1=NC2=CC=C(C=C2C(N1)=O)C=1C=C2N(C=C(N=C2C)C)C1